CC=1SC(=C(N1)C)C=1C=CC(N(N1)CC1CCN(CC1)C=1C2=C(N=C(N1)C)C=NC=C2)=O 6-(2,4-dimethylthiazol-5-yl)-2-((1-(2-methylpyrido[3,4-d]pyrimidin-4-yl)piperidin-4-yl)methyl)pyridazin-3(2H)-one